NC1(CCC1)C1=CC=C(C=C1)N1C(=NC=2C1=NC(=CC2)C=2C=C(C=CC2)N2CCC(CC2)N(C(C)=O)C)C=2C(=NC=CC2)N N-[1-[3-[3-[4-(1-aminocyclobutyl)phenyl]-2-(2-aminopyridin-3-yl)imidazo[4,5-b]pyridin-5-yl]phenyl]piperidin-4-yl]-N-methylacetamide